[Na].NC(C(=O)O)C aminopropionic acid sodium